Cl.N1CCC(CC1)C1=CC=C(C=N1)NC1C(NC(CC1)=O)=O 3-[[6-(4-piperidyl)-3-pyridyl]amino]piperidine-2,6-dione HCl salt